C(=O)(OCC(CCCC)CC)OOC(=O)OCC(CCCC)CC di-(2-ethylhexyl) peroxydicarbonate